O=C1NC(CCC1C1=NC=CC=C1CN1CCC(CC1)C=1OC2=C(N1)C=C(C(=C2)NC(C2=CN=C(C=C2)C(F)(F)F)=O)C(C)(C)O)=O N-(2-(1-((2-(2,6-dioxopiperidin-3-yl)pyridin-3-yl)methyl)piperidin-4-yl)-5-(2-hydroxypropan-2-yl)benzo[d]oxazol-6-yl)-6-(trifluoromethyl)nicotinamide